ClC=1C(=C(C(=CC1)C(F)F)C1=CN=CC(=N1)C(=O)NC=1C=NN(C1)[C@@H](C)C=1C=NC(=NC1)N1CC(C1)(C)F)F (S)-6-(3-Chloro-6-(difluoromethyl)-2-fluorophenyl)-N-(1-(1-(2-(3-fluoro-3-methylazetidin-1-yl)pyrimidin-5-yl)ethyl)-1H-pyrazol-4-yl)pyrazine-2-carboxamide